heptadecan-9-yl 10-(8-((2-hexyldecanoyl) oxy) octyl)-2-methyl-6-oxo-7-oxa-2,5,10-triazaoctadecan-18-oate C(CCCCC)C(C(=O)OCCCCCCCCN(CCOC(NCCN(C)C)=O)CCCCCCCC(=O)OC(CCCCCCCC)CCCCCCCC)CCCCCCCC